C1(CC1)C=1C=CC(=C(C1)O)C1=NN=C(C=2CCCCC12)N[C@H]1CN(CCC1)C (R)-5-cyclopropyl-2-(4-((1-methylpiperidin-3-yl)amino)-5,6,7,8-tetrahydrophthalazin-1-yl)phenol